C(#N)C1=NC2=CC(=CC(=C2N=C1N1CC(CC(C1)F)F)[C@@H](C)NC1=C(C(=O)O)C=CC=C1)C 2-(((1R)-1-(2-cyano-3-(3,5-difluoro-piperidin-1-yl)-7-methylquinoxalin-5-yl)ethyl)amino)benzoic acid